N1CC(CC1)C1=NC=C2N1C=CN=C2 3-(pyrrolidin-3-yl)imidazo[1,5-a]pyrazine